COC1CCC(CC1)C=1C=C2C(=NC1)NC(N2C2CCN(CC2)C(C2=CC=C(C=C2)OC(F)(F)F)=O)=O 6-(4-methoxycyclohexyl)-1-[1-[4-(trifluoromethoxy)benzoyl]-4-piperidyl]-3H-imidazo[4,5-b]pyridin-2-one